4-(2-{[(4aS,7aR)-1-propyl-octahydro-1H-cyclopenta[b]pyridin-4a-yl]methoxy}-8-fluoro-4-(1,4-oxazepan-4-yl)pyrido[4,3-d]pyrimidin-7-yl)-5-ethynyl-6-fluoronaphthalen-2-ol C(CC)N1[C@H]2[C@@](CCC1)(CCC2)COC=2N=C(C1=C(N2)C(=C(N=C1)C1=CC(=CC2=CC=C(C(=C12)C#C)F)O)F)N1CCOCCC1